4-hydroxy-2'-oxo-spiro[cyclohexane-1,3'-indoline]-5'-carboxylic acid OC1CCC2(C(NC3=CC=C(C=C23)C(=O)O)=O)CC1